[O-]S(=O)(=O)C(F)(F)F.[O-]S(=O)(=O)C(F)(F)F.C(CCC)[N+]1(CCCC1)C.C(CCC)[N+]1(CCCC1)C 1-Butyl-1-methylpyrrolidinium bis(triflate)